C(C)(C)(C)OC(=O)C1=CC(=C(C(=C1)C=C)C(C)(C)C1=CC=CC=C1)C=C (3s,5r)-4-(2-phenylpropan-2-yl)-3,5-divinylbenzene-1-carboxylic acid tert-butyl ester